di(2-methylaniline) chloride iron (II) [Fe+2].[Cl-].CC1=C(N)C=CC=C1.CC1=C(N)C=CC=C1.[Cl-]